5-(anilinomethyl)-2-[(2,4-dichlorophenyl)methylamino]-4H-[1,2,4]triazolo[1,5-a]pyrimidin-7-one N(C1=CC=CC=C1)CC=1NC=2N(C(C1)=O)N=C(N2)NCC2=C(C=C(C=C2)Cl)Cl